FC(CC(=O)NC1=CC=C(C=C1)OC)(F)F 3,3,3-trifluoro-N-(4-methoxyphenyl)propionamide